bicyclo(4.3.0)non-5-ene C12CCCC=C2CCC1